Cl.O1N=CN=C1C(=O)N 1,2,4-oxadiazole-5-carboxamide hydrochloride